6-benzyl-2-[(4-[[2-(dimethylamino)ethyl](methyl)amino]-2-methoxyphenyl)amino]-5-ethynyl-8-methylpyrido[2,3-d]pyrimidin-7-one C(C1=CC=CC=C1)C1=C(C2=C(N=C(N=C2)NC2=C(C=C(C=C2)N(C)CCN(C)C)OC)N(C1=O)C)C#C